(R)-6-(acryloylaminomethyl)-2-((3,5-dimethoxyphenyl)ethynyl)-5,6-dihydro-4H-pyrrolo[1,2-b]pyrazole-3-carboxamide C(C=C)(=O)NC[C@H]1CCC=2N1N=C(C2C(=O)N)C#CC2=CC(=CC(=C2)OC)OC